SC1=NN=NN1CC1(CCC1)O 1-[(5-sulfanyltetrazol-1-yl)methyl]cyclobutanol